C(CCCCCCCCCCC)(=O)OCC(OC(CCCCCCCCCCCCC)=O)COP(=O)(O)OC[C@H](N)C(=O)O 1-dodecanoyl-2-tetradecanoyl-glycero-3-phosphoserine